C(=C)C1CCOC2CCC3C(C12)CCCC3 vinyldodecahydro-1H-benzo[f]chromen